[Cl-].C(CCCCCCCCC)[N+](CC=C)(C)CCCCCCCCCC didecyl-methyl-allyl-ammonium chloride